N-[4-[5-(4-bromophenyl)-1-[2-(trifluoromethyl)phenyl]pyrrol-2-yl]phenyl]-3-(dimethylamino)propanamide hydrochloride Cl.BrC1=CC=C(C=C1)C1=CC=C(N1C1=C(C=CC=C1)C(F)(F)F)C1=CC=C(C=C1)NC(CCN(C)C)=O